ClC1=NC(=NC2=C(C(=C(C=C12)C(F)(F)F)C1=CC=C(C=2SC(=C(C21)C#N)NC(OC(C)(C)C)=O)F)F)OC[C@]21CCCN1C[C@@H](C2)F tert-butyl (4-(4-chloro-8-fluoro-2-(((2R,7aS)-2-fluorotetrahydro-1H-pyrrolizin-7a(5H)-yl)methoxy)-6-(trifluoromethyl)quinazolin-7-yl)-3-cyano-7-fluorobenzo[b]thiophen-2-yl)carbamate